trans-4-(trans-4'-n-propyl-cyclohexyl)cyclohexanone C(CC)[C@@H]1CC[C@H](CC1)C1CCC(CC1)=O